5-bromo-2,4-diamino-6-hydroxypyrimidine BrC=1C(=NC(=NC1O)N)N